N1(CCNCC1)C=1SCC(N1)=O 2-(1-piperazinyl)thiazol-4(5H)-one